O1C=C(C2=C1C=CC=C2)C[C@H](NC(C(N[C@H](C)C2=NC=CC=C2)=O)=O)B(O)O ((R)-2-(benzofuran-3-yl)-1-(2-oxo-2-(((R)-1-(pyridin-2-yl)ethyl)amino)acetamido)ethyl)boronic acid